5-((2,6-dimethylmorpholinyl)methyl)furan-2-carboxylic acid CC1CN(CC(O1)C)CC1=CC=C(O1)C(=O)O